(5-amino-8-bromoquinoxalin-6-yl)-[7-fluoro-1-(oxan-2-yl)indazol-4-yl]methanol NC1=C2N=CC=NC2=C(C=C1C(O)C1=C2C=NN(C2=C(C=C1)F)C1OCCCC1)Br